7-(Phenylmethyloxy)-5-fluoro-1H-indole-2-carboxylic acid ethyl ester C(C)OC(=O)C=1NC2=C(C=C(C=C2C1)F)OCC1=CC=CC=C1